O1C(OCC1)C1=C(C=NC=C1)C1NCCC(C1)C(F)(F)F 4-(1,3-dioxolan-2-yl)-3-(4-(trifluoromethyl)piperidin-2-yl)pyridine